ClC1=CC=C(C=C1)C[C@H](C(NC1=CC(=NN1)C1=CC=NC=C1)=O)NC(OC(C)(C)C)=O tert-butyl (R)-(3-(4-chlorophenyl)-1-oxo-1-((3-(pyridin-4-yl)-1H-pyrazol-5-yl)amino)propan-2-yl)carbamate